N4-(2-iodopyrimidin-4-yl)-N2-(4-(piperazin-1-yl)phenyl)pyrimidine-2,4-diamine IC1=NC=CC(=N1)NC1=NC(=NC=C1)NC1=CC=C(C=C1)N1CCNCC1